C1OC2=C(C=C3NC=C(CCN(C(C)C)C(C)C)C3=C2)O1 5,6-methylenedioxy-N,N-diisopropyltryptamine